C(C)OC(C1=CC=NC=C1)=O Ethylisonicotinate